C(CC)C1C(CCC(C1)S)S 2-propylcyclohexane-1,4-dithiol